C(C1=CC=CC=C1)OCCCCCOC1=CC=2N(C=C1)C(NN2)=O 7-(5-(benzyloxy)pentyloxy)-[1,2,4]triazolo[4,3-a]pyridin-3(2H)-one